C(C1=CC=CC=C1)OC(=O)N1C[C@H](N(CCC1)C(=O)OC(C)(C)C)CC (R)-2-ethyl-1,4-diazepan-1,4-dicarboxylic acid 1-tert-butyl 4-benzyl ester